NC(C)C=1C=CC=C2C(=C(NC12)C(=O)O)C1=CC(=C(C=C1)CS(=O)(=O)C)F 7-(1-aminoethyl)-3-(3-fluoro-4-((methylsulfonyl)methyl)phenyl)-1H-indole-2-carboxylic acid